2-bromo-6-(pyridin-2-yl)furo[3,2-d]pyrimidin-4-ol BrC=1N=C(C2=C(N1)C=C(O2)C2=NC=CC=C2)O